1-benzylsulfanyl-4-bromo-2-(difluoromethyl)benzene C(C1=CC=CC=C1)SC1=C(C=C(C=C1)Br)C(F)F